3-oxo-9-(4-bromophenyl-3-chloropropylene) hydrazone N(N)=C(C=CC1=CC=C(C=C1)Br)Cl